N-(2,3-dioleoyloxy-1-propyl)trimethylammonium methanesulfonate CS(=O)(=O)[O-].C(CCCCCCC\C=C/CCCCCCCC)(=O)OC(C[N+](C)(C)C)COC(CCCCCCC\C=C/CCCCCCCC)=O